FC(C1=C(C(=CC(=C1)C1=NNC(O[C@H]1C)=O)C#C)C1=CC=C(C=C1)F)F (S)-5-(2-(difluoromethyl)-6-ethynyl-4'-fluoro-[1,1'-biphenyl]-4-yl)-6-methyl-3,6-dihydro-2H-1,3,4-oxadiazin-2-one